C1(=CC=C(C=C1)C(C#C)=O)C1=CC=CC=C1 1-([1,1'-biphenyl]-4-yl)prop-2-yn-1-one